N-(1-azabicyclo[2.2.2]oct-3-yl)-2-(1-methyl-1H-indol-3-yl)-2-oxoacetamide hydrochloride Cl.N12CC(C(CC1)CC2)NC(C(=O)C2=CN(C1=CC=CC=C21)C)=O